1-((5,7-dioxaspiro[2.5]oct-6-yl)methyl)-4-bromo-1H-1,2,3-triazole C1CC12COC(OC2)CN2N=NC(=C2)Br